(4-amino-1,3-dihydrofuro[3,4-c]quinolin-8-yl)-[(3S,5R)-3-methyl-5-[5-(trifluoromethyl)-2-pyridyl]morpholin-4-yl]methanone NC1=NC=2C=CC(=CC2C2=C1COC2)C(=O)N2[C@H](COC[C@H]2C2=NC=C(C=C2)C(F)(F)F)C